3-(2-(Hydroxymethyl)-5-((tetrahydro-2H-pyran-2-yl-oxy)methyl)phenyl)tetrahydrofuran-3-ol OCC1=C(C=C(C=C1)COC1OCCCC1)C1(COCC1)O